NC1=C2C=CN(C2=CC(=C1)C#N)CC(F)(F)F 4-amino-1-(2,2,2-trifluoroethyl)indole-6-carbonitrile